C(C1=CC=CC=C1)(=O)C1=CC=C(OC(=O)OCCCCOC(C=C)=O)C=C1 4-(((4-Benzoylphenoxy)carbonyl)oxy)butylacrylat